[Na+].[Na+].N(C1=CC=CC=C1)C1=NC(=NC(=N1)N1CCOCC1)NC=1C=C(C(=CC1)C=CC=1C(=CC(=CC1)NC1=NC(=NC(=N1)NC1=CC=CC=C1)N1CCOCC1)S(=O)(=O)[O-])S(=O)(=O)[O-] 4,4'-bis{[4-anilino-6-morpholino-s-triazine-2-yl]amino}-2,2'-stilbenedisulfonate disodium salt